4-(5,6-dimethyl-benzoimidazol-1-yl)-aniline CC1=CC2=C(N(C=N2)C2=CC=C(N)C=C2)C=C1C